O\N=C\C1=C(C=C(C#N)C=C1)C(F)(F)F (E)-4-((hydroxyimino)methyl)-3-(trifluoromethyl)benzonitrile